4-[4-(methylthio)phenyl]-2,6-bis{4-[4-(3-pyrrolidin-1-ylpropyl)-1H-1,2,3-triazol-1-yl]phenyl}pyridine CSC1=CC=C(C=C1)C1=CC(=NC(=C1)C1=CC=C(C=C1)N1N=NC(=C1)CCCN1CCCC1)C1=CC=C(C=C1)N1N=NC(=C1)CCCN1CCCC1